epoxybutyl cyanide C(CC1CO1)C#N